6-[(3S)-3-(cyanomethyl)piperazin-1-yl]-N-(3-hydroxy-1-naphthyl)-2-[(2-methylpyrazol-3-yl)methylamino]pyrimidine-4-carboxamide C(#N)C[C@H]1CN(CCN1)C1=CC(=NC(=N1)NCC=1N(N=CC1)C)C(=O)NC1=CC(=CC2=CC=CC=C12)O